N-[cyclobutyl-[4-(trifluoromethyl)phenyl]methyl]cyclopropanamine C1(CCC1)C(NC1CC1)C1=CC=C(C=C1)C(F)(F)F